3-(2-chloro-4'-(6-oxo-2-oxa-5-azaspiro[3.5]nonan-5-yl)-[1,1'-biphenyl]-3-yl)piperidine-2,6-dione ClC1=C(C=CC=C1C1C(NC(CC1)=O)=O)C1=CC=C(C=C1)N1C2(COC2)CCCC1=O